C=1OC=C2C(=CC=CC12)C=NO isobenzofuran-4-carbaldehyde oxime